CC(CNC(C=CC=CCCC=CCC=CCC)=O)C N-(2-methylpropyl)-2,4,8,11-tetradecatetraenamide